tetra-methylolmethan C(O)C(CO)(CO)CO